3-(3-(1-(5-amino-1-(5-((4,6-difluoro-1H-indol-5-yl)oxy)-2-fluorophenyl)-1H-pyrazol-3-yl)ethyl)-2-fluorophenyl)propanoic acid NC1=CC(=NN1C1=C(C=CC(=C1)OC=1C(=C2C=CNC2=CC1F)F)F)C(C)C=1C(=C(C=CC1)CCC(=O)O)F